tert-butyl ((S)-2-(2-((R)-1-aminoethyl)-4-fluorophenoxy)propyl)carbamate N[C@H](C)C1=C(O[C@H](CNC(OC(C)(C)C)=O)C)C=CC(=C1)F